CC(COC(CC)=O)(CC)C propanoic acid 2,2-dimethylbutyl ester